6-Bromo-4-chloropyrido[3,4-d]pyrimidine BrC1=CC2=C(N=CN=C2Cl)C=N1